COC(CNC=1CCCN1)OC N-(2,2-Dimethoxyethyl)-3,4-dihydro-2H-pyrrol-5-amine